NC[C@@H]1CC[C@H](CC1)C(=O)OC1=C(C(=O)O)C=C(C=C1)O 2-(trans-4-aminomethyl-cyclohexylcarbonyloxy)-5-hydroxybenzoic acid